3-(4-(benzyloxy)phenyl)-alanine C(C1=CC=CC=C1)OC1=CC=C(C=C1)C[C@H](N)C(=O)O